FC1=C2C(NC(=NC2=CC=C1)CCC(=O)N1[C@H](CN(CC1)C(=O)OC(C)(C)C)C)=O tert-butyl (3S)-4-[3-(5-fluoro-4-oxo-3H-quinazolin-2-yl)propanoyl]-3-methyl-piperazine-1-carboxylate